COCCN1C(=O)C=CC1=O The molecule is a poly(ethylene glycol) derivative that is methoxypoly(ethylene glycol) in which the terminal hydroxy group has been converted to the corresponding 2-maleimidoethyl ether. Used particularly for the mPEGylation of free thiol groups in cysteine residues of proteins. It has a role as a reagent. It is a poly(ethylene glycol) derivative and a member of maleimides.